CC1(C2=CC=CC=C2C=2C=CC=C(C12)C1=C(C=CC=C1)C1=CC=CC=C1)C (9,9-dimethyl-9H-fluoren-1-yl)-[1,1'-biphenyl]